tert-butyl 3-(7-(3-fluoro-4-(trifluoromethyl)phenoxy)-1,2,3,4-tetrahydro-isoquinoline-2-carbonyl)pyrrolidine-1-carboxylate FC=1C=C(OC2=CC=C3CCN(CC3=C2)C(=O)C2CN(CC2)C(=O)OC(C)(C)C)C=CC1C(F)(F)F